5-bromo-2-(4-fluorophenoxy)pyridine BrC=1C=CC(=NC1)OC1=CC=C(C=C1)F